1-(3-bromo-1-methyl-1H-pyrrolo[2,3-c]pyridin-5-yl)urea BrC1=CN(C2=CN=C(C=C21)NC(=O)N)C